ClC=1C=C2C(=CNC2=CC1)CCN1CCC(CC1)(COC)N(C(CCCC)=O)C1=CC=CC=C1 N-(1-(2-(5-chloro-1H-indol-3-yl)ethyl)-4-(methoxymethyl)piperidin-4-yl)-N-phenylpentanamide